FC(C)(C(C)O)O 2-fluoro-2,3-butanediol